2,3-dimethyl-hydroquinone CC1=C(O)C=CC(=C1C)O